FC=1C(=C2CCCC(C2=CC1)NC)C=1C=C2C(=CN1)NN=C2C=2C=NC(=CC2)N2CCN(CC2)C 6-fluoro-N-methyl-5-(3-(6-(4-methylpiperazin-1-yl)pyridin-3-yl)-1H-pyrazolo[3,4-c]pyridin-5-yl)-1,2,3,4-tetrahydronaphthalen-1-amine